(R)-4,6-dichloro-2-(1-cyclopropylethyl)-1H-pyrrolo[3,4-c]pyridin-3(2H)-one ClC1=NC(=CC2=C1C(N(C2)[C@H](C)C2CC2)=O)Cl